(3-(3-fluorophenyl)prop-2-yn-1-yl)(phenyl)aminothiocarbonyl fluoride FC=1C=C(C=CC1)C#CCN(C(=S)F)C1=CC=CC=C1